Cl.CC1=C(N=NC(=C1)N[C@H]1CNCCC1)C1=C(C2=C(SC=C2)C=C1)O (R)-5-(4-methyl-6-(piperidin-3-ylamino)pyridazin-3-yl)benzo[b]thiophen-4-ol hydrochloride